6-Fluoro-1-(5-fluoro-3-(4-(pyrimidin-2-yl)piperazine-1-carbonyl)benzyl)quinazoline-2,4(1H,3H)-dione FC=1C=C2C(NC(N(C2=CC1)CC1=CC(=CC(=C1)F)C(=O)N1CCN(CC1)C1=NC=CC=N1)=O)=O